FC1(C2C(N(C1)C(=O)OCC1=CC=CC=C1)CN(C2)CC(C(=O)OCC2=CC=C(C=C2)OC)(C)C)F benzyl 3,3-difluoro-5-(3-((4-methoxybenzyl)oxy)-2,2-dimethyl-3-oxopropyl)-hexahydropyrrolo[3,4-b]pyrrole-1(2H)-carboxylate